ClC=1C=C(C=C(C1)Cl)C1=CC(=CC(=C1)OC=1C=NC(=NC1)N1CCN(CC1)C)CN1CCC(CC1)CNC(C)=O N-((1-((3',5'-dichloro-5-((2-(4-methylpiperazin-1-yl)pyrimidin-5-yl)oxy)-[1,1'-biphenyl]-3-yl)methyl)piperidin-4-yl)methyl)acetamide